1-(2-chlorophenyl)-7-cyclopropyl-4-((2-(trifluoromethyl)pyridin-4-yl)amino)-quinazolin ClC1=C(C=CC=C1)N1CN=C(C2=CC=C(C=C12)C1CC1)NC1=CC(=NC=C1)C(F)(F)F